5-(3-cyclopropylpyrazolo[1,5-a]pyrimidin-5-yl)-N-((4,4-difluorocyclohexyl)methyl)-7H-pyrrolo[2,3-d]pyrimidin-2-amine C1(CC1)C=1C=NN2C1N=C(C=C2)C2=CNC=1N=C(N=CC12)NCC1CCC(CC1)(F)F